1-(5-bromo-3-fluoro-2-methylphenyl)ethan-1-one BrC=1C=C(C(=C(C1)C(C)=O)C)F